FC(C1=C(C=CC(=C1)C(F)(F)F)C1CCC2=C(N(C1=O)CC#CC=1N=NC(=CC1)N1CCOCC1)C=CC(=C2)F)(F)F 3-(2,4-bis(trifluoromethyl)phenyl)-7-fluoro-1-(3-(6-morpholinopyridazin-3-yl)prop-2-ynyl)-4,5-dihydro-1H-benzo[b]azepin-2(3H)-one